1-(2-oxoethyl)cyclopentane-1,3-dicarboxylic acid dimethyl ester COC(=O)C1(CC(CC1)C(=O)OC)CC=O